bis(2,6-di-t-butyl-4-methylphenoxy)(methyl)aluminum C(C)(C)(C)C1=C(O[Al](C)OC2=C(C=C(C=C2C(C)(C)C)C)C(C)(C)C)C(=CC(=C1)C)C(C)(C)C